O[C@H](C)C1=CC2=C(N=C(N=C2)NC2CCC(CC2)O)C(=N1)NC(C)C (1R,4r)-4-((6-((R)-1-hydroxyethyl)-8-(isopropylamino)pyrido[3,4-d]pyrimidin-2-yl)amino)cyclohexan-1-ol